N-triphenylmethyl-acrylamide C1(=CC=CC=C1)C(NC(C=C)=O)(C1=CC=CC=C1)C1=CC=CC=C1